1-(2,2-dimethyl-3-vinyl-2H-chromen-7-yl)ethan-1-one CC1(OC2=CC(=CC=C2C=C1C=C)C(C)=O)C